ClC1=CC(=[N+](C=C1NC1=C(C(=CC(=C1C)OC)F)C)[O-])C 4-chloro-5-((3-fluoro-5-methoxy-2,6-dimethylphenyl)amino)-2-methylpyridine 1-oxide